3-amino-N-[(3R)-7-[(3R,4S)-3-amino-4-(difluoromethyl)pyrrolidin-1-yl]-2H,3H,4H-pyrano[2,3-b]pyridin-3-yl]-6-methylthieno[2,3-b]pyridine-2-carboxamide NC1=C(SC2=NC(=CC=C21)C)C(=O)N[C@@H]2CC=1C(=NC(=CC1)N1C[C@@H]([C@H](C1)C(F)F)N)OC2